F[C@@H]1CC=2N(C(NC2C(C(=O)OCC)N2N=C3C=C(C=C(C3=C2)F)Br)=S)C1 Ethyl 2-((R)-6-fluoro-3-thioxo-2,5,6,7-tetrahydro-3H-pyrrolo[1,2-c]imidazol-1-yl)-2-(4-fluoro-6-bromo-2H-indazol-2-yl)acetate